C(C)[Fe] Ethyl-Iron